2-chloro-4-[1-(4-fluorophenyl)-2,5-dimethyl-1H-imidazol-4-ylethynyl]pyridine ClC1=NC=CC(=C1)C#CC=1N=C(N(C1C)C1=CC=C(C=C1)F)C